[Si](C)(C)(C(C)(C)C)OCCCC(CCCCCC)N(C([O-])=O)CCN(C)CC 1-((tert-butyldimethylsilyl)oxy)decan-4-yl(2-(ethyl(methyl)amino)ethyl)carbamate